OC1=C(C=C(C=C1)CCC1=NOC(O1)=O)OC 3-(4-Hydroxy-3-methoxyphenyl-ethyl)-1,4,2-dioxazol-5-one